C12(CC3CC(CC(C1)C3)C2)CNC(=NC#N)NC2=CC=CC3=C2N(N=N3)C 1-((Adamantan-1-yl)methyl)-2-cyano-3-(1-methyl-1H-benzo[d][1,2,3]triazol-7-yl)guanidine